((4-methylbenzyl)thio)-1,3,4-thiadiazol-2-amine CC1=CC=C(CSC2=NN=C(S2)N)C=C1